9-(m-methylphenyl)acridine CC=1C=C(C=CC1)C=1C2=CC=CC=C2N=C2C=CC=CC12